O1C(C=CC=C1)N1C(NC2=NC=CC=C21)=O pyran-2-yl-1H-imidazo[4,5-b]Pyridin-2-one